ClC1=C(C=C(C=C1N1CCNCC1)OC(F)F)NC1=NC=2N(C(=N1)N(CC1=CC=C(C=C1)OC)C1CC1)N=CC2C#N 2-((2-chloro-5-(difluoromethoxy)-3-(piperazin-1-yl)phenyl)amino)-4-(cyclopropyl(4-methoxybenzyl)amino)pyrazolo[1,5-a][1,3,5]triazine-8-carbonitrile